COC1=NC=C(C=N1)C=1N=CC(=NC1)N(C(=O)NCC(F)(F)F)[C@@H]1CC[C@H](CC1)NC(OC(C)(C)C)=O tert-butyl (trans-4-(1-(5-(2-methoxypyrimidin-5-yl)pyrazin-2-yl)-3-(2,2,2-trifluoroethyl)ureido)cyclohexyl)carbamate